COCC1=NN=C(O1)[C@H](C(C)(C)C)NC(OC(C)(C)C)=O tert-butyl N-[(1S)-1-[5-(methoxymethyl)-1,3,4-oxadiazol-2-yl]-2,2-dimethylpropyl]carbamate